[Na+].C1(=CC=CC=C1)S(=O)(=O)[O-] Benzenesulfonic acid, sodium salt